ClC=1C=C(CNC(C(C)(C2=CC3=C(N(C=N3)COCC[Si](C)(C)C)C=C2)C)=O)C=C(C1C1C(NC(CC1)=O)=O)Cl N-(3,5-dichloro-4-(2,6-dioxopiperidin-3-yl)benzyl)-2-methyl-2-(1-((2-(trimethylsilyl)ethoxy)methyl)-1H-benzo[d]imidazol-5-yl)propanamide